1-m-fluorophenyl-3-phenyl-1,3-propanedione FC=1C=C(C=CC1)C(CC(=O)C1=CC=CC=C1)=O